CC=1N=CN(C1C12CC(C1)(C2)C(=O)OC)C[C@H]2OCC2 methyl (S)-3-(4-methyl-1-(oxetan-2-ylmethyl)-1H-imidazol-5-yl)bicyclo[1.1.1]pentane-1-carboxylate